methyl nonafluoro-butyl ether FC(C(C(F)(F)OC)(F)F)(C(F)(F)F)F